C1(CCCC1)N1C(CN(C=2C(N[C@](NC12)(N)NC1=C(C=C2C=CN(C2=C1)C(CN1CCN(CC1)CCO)=O)OC)=O)C)CC (R)-8-cyclopentyl-7-ethyl-2-{{1-{2-[4-(2-hydroxyethyl)piperazin-1-yl]acetyl}-5-methoxyindol-6-yl}amino}-5-methyl-7,8-dihydropterin